N[C@H]1CS(C2=C(N(C1=O)CC1=CC=C(C=C1)C1=CC=C(C=C1)OC)C=C(C(=C2)F)C=2C=NC=C(C2)C(C)(C)C)(=O)=O (3R)-3-amino-7-(5-tert-butyl-3-pyridyl)-8-fluoro-5-[[4-(4-methoxyphenyl)phenyl]methyl]-1,1-dioxo-2,3-dihydro-1λ6,5-benzothiazepin-4-one